tert-butyl 3-(3-(methylthio)phenyl)azetidine-1-carboxylate CSC=1C=C(C=CC1)C1CN(C1)C(=O)OC(C)(C)C